2'-{6-amino-5-[(1R)-1-(pyridin-4-yl)ethoxy]pyridin-3-yl}-N-[2-(3-chloropyridin-4-yl)propan-2-yl]-5',6'-dihydrospiro[pyrrolidine-3,4'-pyrrolo[1,2-b]pyrazole]-1-carboxamide NC1=C(C=C(C=N1)C=1C=C2N(N1)CCC21CN(CC1)C(=O)NC(C)(C)C1=C(C=NC=C1)Cl)O[C@H](C)C1=CC=NC=C1